tert-butyl (3-(difluoromethyl)-1-formylcyclobutyl)carbamate FC(C1CC(C1)(C=O)NC(OC(C)(C)C)=O)F